C1(CC1)CN(N=O)C1=CC=CC2=C1N(C(CO2)=O)COC N-(cyclopropylmethyl)-N-[4-(methoxymethyl)-3-oxo-1,4-benzoxazin-5-yl]nitrous amide